3-(4-[3-[3-(3-Aminopropoxy)-2,2-dimethylpropoxy]propyl]-3-methyl-2-oxo-2,3-dihydro-1H-1,3-benzodiazol-1-yl)piperidine-2,6-dione hydrochloride Cl.NCCCOCC(COCCCC1=CC=CC=2N(C(N(C21)C)=O)C2C(NC(CC2)=O)=O)(C)C